ClC1=C(C=C(C(=O)N(C)[C@H](CN2C[C@@H]([C@H](C2)O)O)C(C)C)C=C1)C 4-Chloro-N-((S)-1-((3S,4S)-3,4-dihydroxypyrrolidin-1-yl)-3-methylbutan-2-yl)-N,3-dimethylbenzamide